(E)-6-fluoro-5-(4-(6-methoxybenzo[d]thiazol-2-yl)but-3-en-1-yn-1-yl)pyridin-2-amine FC1=C(C=CC(=N1)N)C#C\C=C\C=1SC2=C(N1)C=CC(=C2)OC